CN1N=CC=2C(=CC=CC12)S(=O)(=O)C1=CC=C(C=C1)CNC(=O)C1=CC2=C(N=CS2)C=C1 N-{[4-(1-methyl-1H-indazole-4-sulfonyl)phenyl]methyl}-1,3-benzothiazole-6-carboxamide